6-((benzhydryl)amino)-N,N-dipropyl-1,2,3,4-tetrahydronaphthalen-2-amine C(C1=CC=CC=C1)(C1=CC=CC=C1)NC=1C=C2CCC(CC2=CC1)N(CCC)CCC